(4R,5R)-4-hydroxy-5-((s)-5H-imidazo[5,1-a]isoindol-5-yl)-4,5,6,7-tetrahydrobenzo[d]thiazole-2-carboxamide O[C@@H]1[C@H](CCC2=C1N=C(S2)C(=O)N)[C@@H]2N1C(C3=CC=CC=C23)=CN=C1